FC(CCO)(C(C)(O[Si](CC)(CC)CC)C1=NC=C(C=C1)F)F 3,3-difluoro-4-(5-fluoropyridin-2-yl)-4-((triethylsilyl)oxy)pentan-1-ol